[K+].C(CCCCCCCCCCCCCCC)C(C(C(=O)[O-])S(=O)(=O)[O-])(C(=O)[O-])CCCCCCCCCCCCCCCC.[K+].[K+] dihexadecyl-sulfosuccinic acid potassium salt